N-((1R,4S,5R)-2-Cyano-2-azabicyclo[3.1.0]hexan-4-yl)-3-(2-phenoxyphenyl)-1H-pyrazol-5-carboxamid C(#N)N1[C@@H]2C[C@@H]2[C@@H](C1)NC(=O)C1=CC(=NN1)C1=C(C=CC=C1)OC1=CC=CC=C1